1-{[2-(trimethylsilyl)ethoxy]methyl}pyrazol-4-amine C[Si](CCOCN1N=CC(=C1)N)(C)C